(S)-2-(8-(3-cyclopentylureido)dibenzo[b,d]furan-3-sulfonamido)-3-methyl-butanoic acid C1(CCCC1)NC(NC=1C=CC2=C(C3=C(O2)C=C(C=C3)S(=O)(=O)N[C@H](C(=O)O)C(C)C)C1)=O